COC1=C(C=CC=C1C(C)([C@H]([C@@H](C(C)(C)C=1C(=C(C=CC1)C1=C(C=C(C=C1C)C)C)OC)O)O)C)C1=C(C=C(C=C1C)C)C |r| rac-(3R,4R)-2,5-bis(2-methoxy-2',4',6'-trimethyl-[1,1'-biphenyl]-3-yl)-2,5-dimethylhexane-3,4-diol